C(C)OC(=O)C1=C(C(=C2C=CC=CN12)C(=O)C1=CC=C(C=C1)C(C)=O)F 1-[(4-acetylphenyl)carbonyl]-2-fluoroindolizine-3-carboxylic acid ethyl ester